BrC=1C(=C2C(=NC1)N(C[C@]21C[C@H]([C@@H](C1)N1N=NC(=C1)[Si](C)(C)C)O)CC1=CC=C(C=C1)OC)Cl |r| (1RS,3RS,4RS)-5'-Bromo-4'-chloro-1'-(4-methoxybenzyl)-4-(4-(trimethylsilyl)-1H-1,2,3-triazol-1-yl)-1',2'-dihydrospiro[cyclopentane-1,3'-pyrrolo[2,3-b]pyridin]-3-ol